N1CCC2(CC1)OC1=C(C2)C=CC=C1 spiro[benzofuran-2,4'-piperidine]